CO\N=C/1\C(=C(CCC1)C)C1=C(C=CC2=CC=CC=C12)C#C[Si](CC)(CC)CC (E)-3-methyl-2-(2-((triethylsilyl)ethynyl)naphthalen-1-yl)cyclohex-2-en-1-one-O-methyl oxime